(N-methylphenylamino)methyldiallylsilane CN(C1=CC=CC=C1)C[SiH](CC=C)CC=C